ClC1=CC(=C2C(=N1)N(N=C2)[C@@H]2O[C@@H]([C@H]([C@H]2O)O)CO)NOC (2R,3R,4S,5R)-2-(6-chloro-4-(methoxyamino)-1H-pyrazolo[3,4-B]pyridin-1-yl)-5-(hydroxymethyl)tetrahydrofuran-3,4-diol